N-(allyloxy)-4-amino-N-((5-bromopyridin-2-yl)methyl)-1-methyl-1H-pyrazolo[4,3-c]quinoline-8-carboxamide C(C=C)ON(C(=O)C1=CC=2C3=C(C(=NC2C=C1)N)C=NN3C)CC3=NC=C(C=C3)Br